FC1=CC=CC=2N(C(NC21)=O)C2CCNCC2 4-Fluoro-1-(piperidin-4-yl)-2,3-dihydro-1H-1,3-benzodiazol-2-one